C(#N)CC1=CC=C(NC2=NC(=CC(=N2)NCCNC([C@H](C)N(C(C#CC)=O)C)=O)NC2=NNC(=C2)C2CCC2)C=C1 N-[(1S)-2-[2-[[2-[4-(cyanomethyl)anilino]-6-[(5-cyclobutyl-1H-pyrazol-3-yl)amino]pyrimidin-4-yl]amino]ethylamino]-1-methyl-2-oxo-ethyl]-N-methyl-but-2-ynamide